1-methyl-5-((2-methylbenzyl)oxy)indole-2,3-dione CN1C(C(C2=CC(=CC=C12)OCC1=C(C=CC=C1)C)=O)=O